C1(=CC=CC=C1)C(=CC)CC 3-phenyl-2-pentene